{4-[6-amino-5-(4-fluoro-2-trifluoromethyl-benzyloxy)-pyridin-3-yl]-phenyl}-[(2R)-2-pyrrolidin-1-ylmethyl-pyrrolidin-1-yl]-methanone NC1=C(C=C(C=N1)C1=CC=C(C=C1)C(=O)N1[C@H](CCC1)CN1CCCC1)OCC1=C(C=C(C=C1)F)C(F)(F)F